tert-Butyl 4-(5-(5-amino-4-((3-chloro-4-fluorophenyl)carbamoyl)-1-methyl-1H-pyrazol-3-yl)octahydropentalen-2-yl)-1H-imidazole-1-carboxylate NC1=C(C(=NN1C)C1CC2CC(CC2C1)C=1N=CN(C1)C(=O)OC(C)(C)C)C(NC1=CC(=C(C=C1)F)Cl)=O